N-methyltetrahydropyran-3-amine hydrochloride Cl.CNC1COCCC1